2-fluoro-3-(methyl-d3)aniline FC1=C(N)C=CC=C1C([2H])([2H])[2H]